FC(C(=O)O)(F)F.NC1=NC2=CC(=CC=C2C=C1Br)CC[C@@H]1[C@H]([C@H]([C@@H](C1)N1C=2C(=CC(=C1)C)N=CN2)O)O (1S,2R,3S,5R)-3-[2-(2-amino-3-bromo-7-quinolinyl)ethyl]-5-(6-methyl-4H-imidazo[4,5-b]pyridin-4-yl)-1,2-cyclopentanediol trifluoroacetate